tert-butyl 2-[[(1R)-1-(2-ethylsulfanyl-3,6-dimethyl-4-oxo-chromen-8-yl) ethyl]amino]benzoate C(C)SC=1OC2=C(C=C(C=C2C(C1C)=O)C)[C@@H](C)NC1=C(C(=O)OC(C)(C)C)C=CC=C1